fluoro-beta-D-glucose F[C@]1(O)[C@H](O)[C@@H](O)[C@H](O)[C@H](O1)CO